ClC=1C=NN(C(C1Cl)=O)CC(=O)NC=1C=CC(=C(C1)S(=O)(=O)N(C)CCC(=O)OC)C Methyl 3-(5-(2-(4,5-dichloro-6-oxopyridazin-1(6H)-yl)acetamido)-N,2-dimethylphenylsulfonamido)propanoate